C(=C)N1CN(C=C1)CC(=O)O 1-vinyl-3-(carboxymethyl)-imidazole